2-[4-[N,4-dimethyl-3-(4-methylpiperazin-1-yl)anilino]phenoxy]pyrido[3,4-d]pyrimidin-4-ol CN(C1=CC(=C(C=C1)C)N1CCN(CC1)C)C1=CC=C(OC=2N=C(C3=C(N2)C=NC=C3)O)C=C1